7-fluoro-2-methyl-5-[5-(piperidin-4-yl)thieno[2,3-d][1,3]thiazol-2-yl]indazole FC1=CC(=CC2=CN(N=C12)C)C=1SC2=C(N1)SC(=C2)C2CCNCC2